ClC1=C(C=CC=C1Cl)N1CCN(CC1)CCCCOC1=CC=C2CCC(NC2=C1)=O 7-(4-(4-(2,3-dichlorophenyl)piperazin-1-yl)butoxy)-2-oxo-1,2,3,4-tetrahydroquinoline